Propynylglycine C(#CC)NCC(=O)O